3-(4-(8-((hexahydro-2,5-methanopentalen-3a(1H)-yl)amino)octyl)-1-oxoisoindolin-2-yl)piperidine-2,6-dione C1C2CC3(CC(CC13)C2)NCCCCCCCCC2=C1CN(C(C1=CC=C2)=O)C2C(NC(CC2)=O)=O